COC1=CC=C(C2=C(C=CC=C12)OC)CC1=CC=C(C=C1)S(=O)(=O)N 4-(4',8-dimethoxynaphthylmethyl)benzenesulfonamide